10-(4-(3-oxa-7-azabicyclo[3.3.1]nonan-7-yl)butyl)-3,7-dibromo-10H-benzo[b]pyrido[2,3-e][1,4]oxazine C12COCC(CN(C1)CCCCN1C3=C(OC4=C1N=CC(=C4)Br)C=C(C=C3)Br)C2